C12C(CC(C(C1)O)C2)O bicyclo[2.2.1]Heptane-2,5-diol